C(C)N1C(CC[C@@H](C1)C)C1=C(C(=C(C(=C1[2H])[2H])[2H])[2H])[2H] ethyl-(5S)-5-methyl-2-(2,3,4,5,6-pentadeuteriophenyl)piperidine